6-methoxy-5-nitrotetrahydro-2H-pyran COC1C(CCCO1)[N+](=O)[O-]